NC(C(=O)N[C@@H]1B(O[C@@H](CC1)CC(=O)O)O)CCSC 2-((3R,6S)-3-(2-amino-4-(methylthio)butanamido)-2-hydroxy-1,2-oxaborinan-6-yl)acetic acid